C(C)(=O)NNC(=O)C=1C(=NC(=C(C1C1=CC=C(S1)C(=O)NCC1=CC(=C(C=C1)F)F)C#N)CC(C)C)OCC1=CC=C(C=C1)F 5-[3-(acetamidocarbamoyl)-5-cyano-2-[(4-fluorophenyl)methoxy]-6-isobutyl-4-pyridyl]-N-[(3,4-difluorophenyl)methyl]thiophene-2-carboxamide